N-[(5-phenyl-4H-1,2,4-triazol-3-yl)ethyl]pyrazolo[1,5-a][1,3,5]triazin C1(=CC=CC=C1)C=1NC(=NN1)CCN1C=2N(C=NC1)N=CC2